9,10,11,12,13,16-hexahydro-5H-cyclohepta[4'',5'']thieno[2'',3'':4',5']pyrimido[1',2':1,2]pyrido[3,4-b]indol-8(6H)-one C1=CC=CC=2C3=C(NC12)C=1N(CC3)C(C3=C(N1)SC1=C3CCCCC1)=O